6'-fluoro-N-(4-fluoro-3-(prop-2-yn-1-ylcarbamoyl)benzyl)-4'-oxo-3',4'-dihydro-1'H-spiro[piperidine-4,2'-quinoline]-1-carboxamide FC=1C=C2C(CC3(NC2=CC1)CCN(CC3)C(=O)NCC3=CC(=C(C=C3)F)C(NCC#C)=O)=O